(2-((5,6-difluoro-2,3-dihydro-1H-inden-2-yl)amino)pyrimidin-5-yl)methanone FC=1C=C2CC(CC2=CC1F)NC1=NC=C(C=N1)C=O